BrC=1C=C2C(=NC1)SC(=N2)N[C@@H]2C[C@H](CC2)NC2=CC=C(C=N2)N2C(C=CC=C2)=O 6'-(((1S,3S)-3-((6-Bromothiazolo[5,4-b]pyridin-2-yl)amino)cyclopentyl)amino)-2H-[1,3'-bipyridin]-2-one